tert-butyl (S)-(1-(methoxy(methyl)amino)-1-oxopropan-2-yl)(methyl-d3)carbamate CON(C([C@H](C)N(C(OC(C)(C)C)=O)C([2H])([2H])[2H])=O)C